N1(CCCC2=CN=CC=C12)CC(=O)N1CCCC1 2-(3,4-dihydro-1,6-naphthyridin-1(2H)-yl)-1-(pyrrolidin-1-yl)ethan-1-one